(1aR,5aR)-2-(2,4-Difluoro-phenyl)-1a,2,5,5a-tetrahydro-1H-2,3-diaza-cyclopropa[a]pentalene-4-carboxylic acid [1-(4-fluoro-phenyl)-cyclobutyl]-amide FC1=CC=C(C=C1)C1(CCC1)NC(=O)C=1C=2C[C@@H]3[C@H](C2N(N1)C1=C(C=C(C=C1)F)F)C3